CC=1C(=NOC1[C@H]1OCC(=CC1)C)C(=O)[O-].[K+] potassium (S)-4-methyl-5-(5-methyl-3,6-dihydro-2H-pyran-2-yl)isoxazole-3-carboxylate